CS(=O)(=O)N1C=C(C=C1)C(=O)N 1-methanesulfonyl-pyrrole-3-carboxamide